COC[C@H](CCC=C)S(=O)(=O)N(CC1=CC=C(C=C1)OC)CC1=CC=C(C=C1)OC (S)-1-METHOXY-N,N-BIS(4-METHOXYBENZYL)HEX-5-ENE-2-SULFONAMIDE